FC=1C=C2N(C=CN(C2=CC1)C1CCN(CC1)C1=NC=C(C=N1)CCC)C 6-Fluoro-4-methyl-1-(1-(5-propylpyrimidin-2-yl)piperidin-4-yl)-1,4-dihydroquinoxaline